FC1=CC(=CC=2N(C(=NC21)C)C(C)C)C2=CNC=1N=C(N=CC12)NCC1(CC1)C(F)(F)F 5-(4-fluoro-1-isopropyl-2-methyl-1H-benzo[d]imidazol-6-yl)-N-((1-(trifluoromethyl)cyclopropyl)methyl)-7H-pyrrolo[2,3-d]pyrimidin-2-amine